5-methyl-1-(oxetan-3-yl)pyrazol CC1=CC=NN1C1COC1